C1(=CC=CC=C1)B(OCCN(C)C)[O-] phenylboronic acid, N,N-dimethylaminoethyl ester